CC=1C(=NOC1)C1=CC=C(C=C1)C=1C=CC(=NC1)NC1=CC2=C(OC[C@H]3N2C(CC3)=O)N=C1 (S)-2-((5-(4-(4-methyl-isoxazol-3-yl)phenyl)-pyridin-2-yl)amino)-6,6a,7,8-tetrahydro-9H-pyrido[2,3-b]-pyrrolo[1,2-d][1,4]-oxazin-9-one